C(C)(C)(C)OC(=O)N1CCN(CC1)C(C1=C(C=CC(=C1)CC1=NNC(C2=CC=CC=C12)=O)F)=O 4-(2-Fluoro-5-((4-oxo-3,4-dihydro-phthalazin-1-yl)methyl)benzoyl)piperazine-1-carboxylic acid tert-butyl ester